C(CCC)OCCOC(C1=CC=C(C=C1)N(C)C)=O 2-n-Butoxyethyl-4-(dimethylamino)-benzoat